N-(4-(8-(cyclopropylsulfonyl)-8-azabicyclo[3.2.1]oct-2-en-3-yl)-1H-pyrrolo[2,3-b]pyridin-6-yl)cyclopropylcarboxamide C1(CC1)S(=O)(=O)N1C2C=C(CC1CC2)C2=C1C(=NC(=C2)NC(=O)C2CC2)NC=C1